ClCC1=NC=C(C=C1)OC (Chloromethyl)-5-methoxypyridine